CC1(C=CC=C1)[Sr]C1(C=CC=C1)C bis(methylcyclopentadienyl)strontium(II)